(5-Chloro-3-(2,2-difluoroethoxy)pyridin-2-yl)methyl methanesulfonate CS(=O)(=O)OCC1=NC=C(C=C1OCC(F)F)Cl